4-(4-methylphenyl)butyric acid CC1=CC=C(C=C1)CCCC(=O)O